3-(2,3-dichlorophenyl)-6-(4-{[(2R)-2,3-dihydroxypropyl]amino}piperidin-1-yl)-2-methyl-3,4-dihydropyrimidin-4-one ClC1=C(C=CC=C1Cl)N1C(=NC(=CC1=O)N1CCC(CC1)NC[C@H](CO)O)C